N-(2-(2-(4-((3-(2,3-difluoro-4-methoxy-phenyl)imidazo[1,2-a]pyrazin-8-yl)amino)-2-ethylbenzamido)ethoxy)ethyl)-N-methylglycine hydrochloride Cl.FC1=C(C=CC(=C1F)OC)C1=CN=C2N1C=CN=C2NC2=CC(=C(C(=O)NCCOCCN(CC(=O)O)C)C=C2)CC